2,5-Dihydro-1,3-oxazol O1CN=CC1